FC=1C(=C(C2=C(OC[C@@H]3N2CCOC3)C1)C#N)I (R)-8-Fluoro-9-iodo-1,2,4a,5-tetrahydro-4H-benzo[b][1,4]oxazino[4,3-d][1,4]oxazine-10-carbonitrile